8-(2-oxa-7-azaspiro[3.5]non-7-yl)imidazo[1,5-a]pyridine-6-sulfonamide C1OCC12CCN(CC2)C=2C=1N(C=C(C2)S(=O)(=O)N)C=NC1